O=C1NC(CCC1N1C(C=2C=CC=C(C2C1)C(=O)N)=O)=O (2,6-dioxopiperidin-3-yl)-1-oxoisoindoline-4-carboxamide